[Fe].OC=1C(C(=C(C(C1C)=O)O)C)=O 2,5-dihydroxy-3,6-dimethyl-1,4-benzoquinone iron